3-methyl-3-(4-methylthiazol-5-yl)cyclohexan-1-one CC1(CC(CCC1)=O)C1=C(N=CS1)C